CC(CC(CC(C)(C)C)(C)C)(C)OC1=C(C=CC=C1)C 2-methylphenyl 1,1,3,3,5,5-hexamethyl-hexyl ether